COC(CC(C(C)(C)C)=O)=O 4,4-dimethyl-3-oxopentanoic acid methyl ester